[C@@H]1([C@H]([C@H](O[C@@H]([C@@H]1O)O[C@@H]2[C@@H]([C@H](C(O[C@@H]2C(=O)O)O)O)O)C(=O)O)O)O digalacturonate